C(CC)C=1NC=2N(C(C1)=O)N=CN2 5-propyl-4H-[1,2,4]-triazolo[1,5-a]pyrimidin-7-one